NC1=CC=C(NC2=NC(=NC(=N2)NC2=CC=C(C=C2)N)NC)C=C1 2,4-bis(4-aminoanilino)-6-methylamino-1,3,5-triazine